4-[(1-benzyloxycarbonyl-4-piperidinyl)oxy]-2,2-dimethyl-piperidine-1-carboxylic acid tert-butyl ester C(C)(C)(C)OC(=O)N1C(CC(CC1)OC1CCN(CC1)C(=O)OCC1=CC=CC=C1)(C)C